5-[1-(2-fluoro-6-methyl-phenyl)-piperidin-4-yl]-2-methyl-7-[(R)-1-(2-trifluoromethyl-phenyl)-ethyl]-2,4,5,7-tetrahydro-pyrazolo[3,4-d]pyrimidin-6-one FC1=C(C(=CC=C1)C)N1CCC(CC1)N1C(N(C=2C(C1)=CN(N2)C)[C@H](C)C2=C(C=CC=C2)C(F)(F)F)=O